C(C1=CC=CC=C1)OC1CCC(CC1)OCC1N(CCC1CO)C(=O)[O-] 2-({[4-(benzyloxy)cyclohexyl]oxy}methyl)-3-(hydroxymethyl)pyrrolidine-1-carboxylate